methyl (S)-5-((diphenylmethylene) amino)-2-methyl-3,4-dihydroquinoline-1(2H)-carboxylate C1(=CC=CC=C1)C(C1=CC=CC=C1)=NC1=C2CC[C@@H](N(C2=CC=C1)C(=O)OC)C